(R)-3-hydroxy-gamma-butyrolactone O[C@@H]1CC(=O)OC1